1-[2-[3-[2,2-difluoroethyl-(6,7-difluoro-1-methyl-[1,2,4]triazolo[4,3-a]quinazolin-5-yl)amino]-5-fluoro-phenyl]ethynyl]cyclobutanol FC(CN(C=1C=C(C=C(C1)F)C#CC1(CCC1)O)C1=NC=2N(C3=CC=C(C(=C13)F)F)C(=NN2)C)F